COC(=O)C=1N=C(C(NC1)=O)C.OCCOC1=CC=C(C=C1)C(CC1=CC=C(C=C1)OCCO)=O 1,2-bis[4-(2-hydroxyethoxy)phenyl]ethanone methyl-6-methyl-5-oxo-4,5-dihydropyrazine-2-carboxylate